5-(2-chlorophenoxy)-3-((1-(2-fluorophenyl)ethyl)amino)-4H-benzo[e][1,2,4]thiadiazine 1,1-dioxide ClC1=C(OC2=CC=CC3=C2NC(=NS3(=O)=O)NC(C)C3=C(C=CC=C3)F)C=CC=C1